3-(1H-indol-3-yl)-N-[4-(2-methyl-1H-indol-3-yl)thiazol-2-yl]Propionamide tert-butyl-3-(((5-bromopyridin-2-yl)oxy)methyl)azetidine-1-carboxylate C(C)(C)(C)OC(=O)N1CC(C1)COC1=NC=C(C=C1)Br.N1C=C(C2=CC=CC=C12)CCC(=O)NC=1SC=C(N1)C1=C(NC2=CC=CC=C12)C